P-(t-butyl)phenethyltrichlorosilane CC(C)(C)C1=CC=C(C=C1)CC[Si](Cl)(Cl)Cl